CN(CCOC1=CC=C(C=C1)C1(C(C=CC=C1)N)N)C 1-(4-(2-(dimethylamino)ethoxy)phenyl)benzene-1,2-diamine